NC1=CC=C(C(=N1)C(=O)N[C@@H]1[C@H](CCC1)COC1=CC=C(C=C1)F)C1=NC=C(C=N1)F 6-amino-N-[(1S,2S)-2-[(4-fluorophenoxy)methyl]cyclopentyl]-3-(5-fluoropyrimidin-2-yl)pyridine-2-carboxamide